CO methylAlcohol